rac-tert-butyl (5-(2-((2R,5S)-2-(5-carbamoylthiophen-2-yl)-5-methylpiperidin-1-yl)-2-oxoacetamido)-3-methylpyridin-2-yl)carbamate C(N)(=O)C1=CC=C(S1)[C@@H]1N(C[C@H](CC1)C)C(C(=O)NC=1C=C(C(=NC1)NC(OC(C)(C)C)=O)C)=O |r|